CC1=CC=NC2=C(C=C(C=C12)Br)C 4,8-dimethyl-6-bromoquinoline